C(C)(C)C1=NC=C(C(=O)O)C=C1 6-isopropyl-nicotinic acid